FC1=C(C(=C(C=C1C1=NN(C2=C1C=NC(=C2)N2CCOCCC2)C)C(F)(F)F)F)O 2,6-Difluoro-3-(1-methyl-6-(1,4-oxazepan-4-yl)-1H-pyrazolo[4,3-c]pyridin-3-yl)-5-(trifluoromethyl)phenol